COC1=CC=C(C(=O)NC2CN(CCC2)C=2N=NC(=CC2)C2=C(C=CC=C2)CC)C=C1 4-methoxy-N-(1-(6-(2-ethylphenyl)pyridazin-3-yl)piperidin-3-yl)benzamide